4-chloro-1,6-dicyclohexyl-1H-pyrazolo[3,4-d]Pyrimidine ClC1=C2C(=NC(=N1)C1CCCCC1)N(N=C2)C2CCCCC2